F[B-](CCNC(OCC1=CC=CC=C1)=O)(F)F benzyl N-[2-(trifluoroboranuidyl)ethyl]carbamate